4-(2-((tert-butyldimethylsilyl)oxy)ethyl)aniline [Si](C)(C)(C(C)(C)C)OCCC1=CC=C(N)C=C1